FC=1C(=NC(=NC1)NC1CN(C1)C(=O)OC(C)(C)C)C=1C=C2C=CC=NC2=C(C1)F Tert-butyl 3-((5-fluoro-4-(8-fluoroquinolin-6-yl)pyrimidin-2-yl)amino)azetidine-1-carboxylate